1-ethyl-2,5-xylene C(C)C1=C(C=CC(=C1)C)C